2-(2,6-dioxopiperidin-3-yl)-N-(1-isopropyl-3-methyl-1H-pyrazolo[3,4-d]pyrimidin-6-yl)-1-oxoisoindoline-5-carboxamide O=C1NC(CCC1N1C(C2=CC=C(C=C2C1)C(=O)NC1=NC=C2C(=N1)N(N=C2C)C(C)C)=O)=O